6-fluoro-8-(2-phenylpropan-2-yl)-3,8-diazabicyclo[3.2.1]octane-3-carboxylate FC1C2CN(CC(C1)N2C(C)(C)C2=CC=CC=C2)C(=O)[O-]